2-{[2-(trifluoromethyl)phenyl]methoxy}benzoate FC(C1=C(C=CC=C1)COC1=C(C(=O)[O-])C=CC=C1)(F)F